Methyl 5-bromo-3-(1-ethoxy-2-methyl-1-oxopropan-2-yl)-1H-indole-2-carboxylate BrC=1C=C2C(=C(NC2=CC1)C(=O)OC)C(C(=O)OCC)(C)C